8-chloro-7-cyclopropyl-N-(2,2-difluorobenzo[d][1,3]dioxol-5-yl)quinolin-2-amine ClC=1C(=CC=C2C=CC(=NC12)NC1=CC2=C(OC(O2)(F)F)C=C1)C1CC1